ClC=1C=C(C=CC1N1C(N(C=C1)C)=O)C1=C(C(=CC(=C1)F)C=1C=NC(=C(C1)N1CCN(CC1)C(C)C)OC(F)F)O 1-(3-chloro-3'-(6-(difluoromethoxy)-5-(4-isopropylpiperazin-1-yl)pyridin-3-yl)-5'-fluoro-2'-hydroxy-[1,1'-biphenyl]-4-yl)-3-methyl-1H-imidazol-2(3H)-one